2-[2-({[(3-fluoro-2-pyridyl)cyclobutyl]methyl}amino)pyrimidin-5-yl]-1,3-thiazole-4-carboxamide FC=1C(=NC=CC1)C1(CCC1)CNC1=NC=C(C=N1)C=1SC=C(N1)C(=O)N